C1(CC1)C1=NN(C(=C1C(F)(F)F)C(=O)NC1=CC(=NC=C1)S(N)(=O)=O)CC1(C(C1)C(F)(F)F)C 3-cyclopropyl-1-((1-methyl-2-(trifluoromethyl)cyclopropyl)methyl)-N-(2-sulfamoylpyridin-4-yl)-4-(trifluoromethyl)-1H-pyrazole-5-carboxamide